[C@@H]1(CC(C(CC1)C(C)C)OC(COCCO)=O)C (2-hydroxyethoxy)acetic acid-(1R,2S,5R)-3-menthyl ester